CC1C(C2CCCC(C2C1)O)=C methyl-1-methyleneoctahydro-1H-inden-4-ol